2-octyl-quinolin-4(1H)-one C(CCCCCCC)C=1NC2=CC=CC=C2C(C1)=O